FC=1C(=NC=C(C1)F)C(C#N)(C)C 2-(3,5-difluoropyridin-2-yl)-2-methylpropanenitrile